C([O-])([O-])=O.[O+2] oxygen carbonate salt